ClC=1C=CC2=C(C(=[N+](CC(=N2)NC)[O-])C2=CC=CC=C2)C1 7-Chloro-2-methylamino-5-phenyl-3H-1,4-benzodiazepine 4-Oxide